2-(3,3-difluoroazetidin-1-yl)-4-phenylnicotinaldehyde FC1(CN(C1)C1=C(C=O)C(=CC=N1)C1=CC=CC=C1)F